BrC1C2=C(OC3(CCCC3)O1)C=CC(=C2)C(=O)NCC=2C(NC(=CC2C)C)=O 4-bromo-N-((4,6-dimethyl-2-oxo-1,2-dihydropyridin-3-yl)methyl)spiro[benzo[d][1,3]dioxin-2,1'-cyclopentane]-6-carboxamide